N-((5-fluoro-6-(isoxazol-3-ylmethoxy)-1H-indol-2-yl)methyl)piperidine-1-carboxamide FC=1C=C2C=C(NC2=CC1OCC1=NOC=C1)CNC(=O)N1CCCCC1